COC1=CC=C(C=N1)C(=O)N 6-methoxypyridine-3-carboxamide